FC(OC1=CC=C(OCC2=CC=C(C(=O)O)C=C2)C=C1)(F)F 4-((4-(trifluoromethoxy)phenoxy)methyl)benzoic acid